tert-butyl (S)-2-[6-Chloro-2-(4,4-difluoropiperidine-1-carbonyl)-1,2,3,4-tetrahydroisoquinolin-8-yl]pyrrolidine-1-carboxylate ClC=1C=C2CCN(CC2=C(C1)[C@H]1N(CCC1)C(=O)OC(C)(C)C)C(=O)N1CCC(CC1)(F)F